4-((3-(1-(2,6-difluorophenyl)piperidin-4-yl)-4,5,6,7-tetrahydro-1H-pyrazolo[4,3-b]pyridin-1-yl)sulfonyl)-N,N-dimethylbenzenesulfonamide FC1=C(C(=CC=C1)F)N1CCC(CC1)C1=NN(C2=C1NCCC2)S(=O)(=O)C2=CC=C(C=C2)S(=O)(=O)N(C)C